3-[6-(5-fluoro-3-pyridyl)-2-(trifluoromethyl)-3-pyridyl]-5-methyl-1,3,5-oxadiazin-4-one FC=1C=C(C=NC1)C1=CC=C(C(=N1)C(F)(F)F)N1COCN(C1=O)C